4-(2-Fluoro-6-(5-hydroxypent-1-yn-1-yl)-4-nitrophenyl)piperazine-1-carboxylic acid tert-butyl ester C(C)(C)(C)OC(=O)N1CCN(CC1)C1=C(C=C(C=C1C#CCCCO)[N+](=O)[O-])F